(R)-1-(4-(1-ethyl-4-(trifluoromethyl)-1H-imidazol-2-yl)phenyl)ethylammonium chloride [Cl-].C(C)N1C(=NC(=C1)C(F)(F)F)C1=CC=C(C=C1)[C@@H](C)[NH3+]